ClC1=C(C=C(OCCN2CCC3(CS(C3)(=O)=O)CC2)C=C1)F 7-(2-(4-chloro-3-fluorophenoxy)ethyl)-2-thia-7-azaspiro[3.5]nonane 2,2-dioxide